FC1=CC=C2C(CCN(C2=C1)C)=O 7-fluoro-1-methyl-2,3-Dihydroquinolin-4(1H)-one